tert-butyl 4-((3,6-dichloropyridazin-4-ylamino)methyl)piperidine-1-carboxylate ClC=1N=NC(=CC1NCC1CCN(CC1)C(=O)OC(C)(C)C)Cl